O=C1NC(CCC1N1C(C2=CC=CC(=C2C1=O)N[C@H](C)C1=CC=C(C=C1)SC)=O)=O 2-(2,6-dioxopiperidin-3-yl)-4-(((R)-1-(4-(methylthio)phenyl)ethyl)amino)isoindoline-1,3-dione